6,6-bis(((E)-oct-2-en-1-yl)oxy)hexanoic acid 6-bromohexyl ester BrCCCCCCOC(CCCCC(OC\C=C\CCCCC)OC\C=C\CCCCC)=O